8-fluoro-6-nitroquinoline FC=1C=C(C=C2C=CC=NC12)[N+](=O)[O-]